2-(1H-indazol-4-yl)-2-(1-(4,5,6,7-tetrahydroisoxazolo[4,3-c]pyridine-5-carbonyl)piperidin-4-ylidene)acetonitrile N1N=CC2=C(C=CC=C12)C(C#N)=C1CCN(CC1)C(=O)N1CC=2C(CC1)=NOC2